O1C2C(C(C1)N)OCC2N Hexahydrofuro[3,2-b]furan-3,6-diamine